C1(=CC=CC=C1)C(CC(=O)Cl)C1=CC=CC=C1 3,3-diphenylpropanoyl chloride